2-nitro-6-(trifluoromethyl)-4-vinylphenol [N+](=O)([O-])C1=C(C(=CC(=C1)C=C)C(F)(F)F)O